[5-isobutyl-3-[4-[(2-tert-butyl-imidazol-1-yl)methyl]thenyl]-2-thienyl]sulfonylurea C(C(C)C)C1=CC(=C(S1)S(=O)(=O)NC(=O)N)CC1=CC(=CS1)CN1C(=NC=C1)C(C)(C)C